C(#N)C1=CC=C(O1)C(=O)NC1=C(C=C(C=C1)N1CCN(CC1)C)N1CCCCC1 5-Cyano-N-(4-(4-methylpiperazin-1-yl)-2-(piperidin-1-yl)phenyl)furan-2-carboxamide